NC1=NC2=CC(=CC=C2C=C1F)C[C@@H]1CC[C@]2([C@@H]1O[C@H]([C@@H]2O)N2C=C(C1=C2N=CN=C1N)F)O (2R,3R,3aS,6S,6aR)-6-((2-amino-3-fluoroquinolin-7-yl)methyl)-2-(4-amino-5-fluoro-7H-pyrrolo[2,3-d]pyrimidin-7-yl)hexahydro-3aH-cyclopenta[b]furan-3,3a-diol